1-(4-(8-amino-3-cyclopropylimidazo[1,5-a]pyrazin-1-yl)-2-fluorophenyl)-3-(3-cyclopropyl-1-phenyl-1H-pyrazol-5-yl)urea NC=1C=2N(C=CN1)C(=NC2C2=CC(=C(C=C2)NC(=O)NC2=CC(=NN2C2=CC=CC=C2)C2CC2)F)C2CC2